6-chloro-5-((1S,2S)-2-(1-hydroxyethyl)cyclopropyl)pyridine ClC1=C(C=CC=N1)[C@@H]1[C@H](C1)C(C)O